N-(2-hydroxy-4-methylphenyl)-2-(4-(p-tolyl)-1H-1,2,3-triazol-1-yl)acetamide OC1=C(C=CC(=C1)C)NC(CN1N=NC(=C1)C1=CC=C(C=C1)C)=O